5,7-dimethyl-[1,2,4]triazolo[1,5-a]pyrimidine CC1=NC=2N(C(=C1)C)N=CN2